CN1C(N(C=2N=CN(C2C1=O)C)C)=O 1,3,7-trimethyl-3,7-dihydro-1H-purine-2,6-dione